N=1NN=NC1C1=NC=CC(=C1)C=1SC(=C(N1)CC)C(=O)O 2-(2-(2H-tetrazol-5-yl)pyridin-4-yl)-4-ethylthiazole-5-carboxylic acid